1,4-dihydro-2H-benzo[d][1,3]thiazin-2-one N1C(SCC2=C1C=CC=C2)=O